2-(1-(2-chlorophenyl)-1-phenylpropan-2-yl)-5-hydroxy-N-(isoxazol-4-yl)-1-methyl-6-oxo-1,6-dihydropyrimidine-4-carboxamide ClC1=C(C=CC=C1)C(C(C)C=1N(C(C(=C(N1)C(=O)NC=1C=NOC1)O)=O)C)C1=CC=CC=C1